(3-methoxy-4-(prop-2-yn-1-ylamino)phenyl)(4-methylpiperazin-1-yl)methanone COC=1C=C(C=CC1NCC#C)C(=O)N1CCN(CC1)C